NCCCNCCC1=CC=C(C(=O)NC2=CC=C(C=C2)S(=O)(=O)N2CCN(CC2)C2=NC(=CC(=C2)C#N)C(F)(F)F)C=C1 4-[2-(3-Aminopropylamino)ethyl]-N-[4-[4-[4-cyano-6-(trifluoromethyl)-2-pyridyl]piperazin-1-yl]sulfonylphenyl]benzamide